C1(CCC1)C=1C(=NN(C1NC(C[C@H]1C(C(C1)(F)F)(F)F)=O)C)C1=CC(=CC=C1)F (R)-N-(4-cyclobutyl-3-(3-fluorophenyl)-1-methyl-1H-pyrazol-5-yl)-2-(2,2,3,3-tetrafluorocyclobutyl)acetamide